COC1=CC=C(CNS(=O)(=O)C2=CC3=C(N=C(S3)NCC(CNC3=NC=C(C=N3)SC)C)C=C2)C=C1 N-(4-methoxybenzyl)-2-((2-methyl-3-((5-(methylthio)pyrimidin-2-yl)amino)propyl)amino)benzo[d]thiazole-6-sulfonamide